6-Chloro-N-{1-[4-(dimethylamino)benzyl]piperidin-4-yl}-2-(4-{4-[2-(1-methylethoxy)ethyl]piperazin-1-yl}phenyl)-3H-imidazo[4,5-b]pyridin-7-amine ClC=1C(=C2C(=NC1)NC(=N2)C2=CC=C(C=C2)N2CCN(CC2)CCOC(C)C)NC2CCN(CC2)CC2=CC=C(C=C2)N(C)C